C12(CC3CC(CC(C1)C3)C2)C2=CC=C(C=C2)OS(=O)(=O)[O-].C2(=CC=CC=C2)[S+](C2=CC=CC=C2)C2=CC=CC=C2 Triphenyl-sulfonium 4-(adamantan-1-yl)phenyl-sulfate